7-azabenzotriazol-1-yl-oxytris(pyrrolidino)phosphonium hexafluorophosphate F[P-](F)(F)(F)(F)F.N1(N=NC2=C1N=CC=C2)O[P+](N2CCCC2)(N2CCCC2)N2CCCC2